(3S,10S)-3-((1H-pyrazol-1-yl)methyl)-7-((2S,5R)-4-acryloyl-2,5-dimethylpiperazin-1-yl)-9-chloro-10-(2-fluoro-6-hydroxyphenyl)-2H-[1,4]oxazino[2,3,4-ij]quinazolin-5(3H)-one N1(N=CC=C1)C[C@H]1COC=2C(=C(C=C3C(=NC(N1C23)=O)N2[C@H](CN([C@@H](C2)C)C(C=C)=O)C)Cl)C2=C(C=CC=C2O)F